[Cl-].[Cl-].[Zn+2].N1=CN=CC=C1 pyrimidine zinc dichloride